C(C1=CC=CC=C1)[C@@H]1N(OCC1)C1=CC(=NC=N1)NC=1C(=CC(=C(C1)NC(C=C)=O)N1C2CN(C(C1)C2)C)OC N-(5-((6-((S)-3-benzylisoxazolidine-2-yl)pyrimidine-4-yl)amino)-4-methoxy-2-(5-methyl-2,5-diazabicyclo[2.2.1]heptane-2-yl)phenyl)acrylamide